COC=1C(=CC2=CC=CC=C2C1)CC1CC(NC1)C(=O)N 4-((3-methoxynaphthalen-2-yl)methyl)pyrrolidine-2-carboxamide